C(C)C=1NC(=CN1)C1=CC=2C(N(C=C(C2O1)C1=C(C=CC(=C1)C(C)(C)O)OC1=C(C=C(C=C1C)F)C)C)=O 2-(2-Ethyl-1H-imidazol-5-yl)-7-(2-(4-fluoro-2,6-dimethylphenoxy)-5-(2-hydroxypropan-2-yl)phenyl)-5-methylfuro[3,2-c]pyridin-4(5H)-one